C(C)C1(C(NC(N1)=O)=O)CC 5,5-diethyl-hydantoin